4-(((S)-3-aminopyrrolidin-1-yl)-6-methylquinazolin-2-yl)-1-((1-methoxypropan-2-yl)imino)-2,3,4,5-tetrahydro-benzo[f][1,4]thiazepine N[C@@H]1CN(CC1)C1=NC(=NC2=CC=C(C=C12)C)N1CCS(C2=C(C1)C=CC=C2)=NC(COC)C